(((1-(allylsulfonyl)cyclopropyl)methoxy)methyl)benzene C(C=C)S(=O)(=O)C1(CC1)COCC1=CC=CC=C1